manganese octenoate C(C=CCCCCC)(=O)[O-].[Mn+2].C(C=CCCCCC)(=O)[O-]